C(C1=CC=CC=C1)S(=O)(=O)O\N=C(\C1=CC=CC=C1)/C#N (Z)-N-(toluenesulfonyloxy)iminobenzyl cyanide